1,1,1,3,3,3-hexafluoro-propan-2-yl (R or S)-1-((cyclohexanecarbonyl)carbamoyl)-6-aza-spiro[2.5]octane-6-carboxylate C1(CCCCC1)C(=O)NC(=O)[C@@H]1CC12CCN(CC2)C(=O)OC(C(F)(F)F)C(F)(F)F |o1:11|